ClC=1C=C(C(=O)NC2=NN(C(=C2)C2=NC3=C(N2)C=CC(=C3)N3CCOCC3)CC3=CC=C(C=C3)OC)C=CC1OC 3-chloro-4-methoxy-N-[1-[(4-methoxyphenyl)methyl]-5-(5-morpholino-1H-benzimidazol-2-yl)pyrazol-3-yl]benzamide